BrC=1C=C(C=CC1F)NC1=NOC(C1)(C(F)(F)F)C1=CC(=C(C(=C1)Cl)F)Cl N-(3-bromo-4-fluorophenyl)-5-(3,5-dichloro-4-fluorophenyl)-5-(trifluoromethyl)-4,5-dihydroisoxazol-3-amine